NC1=C2N=CN(C2=NC=N1)N1CC(C(C(C1)O)O)O (6-amino-9H-purin-9-yl)piperidine-3,4,5-triol